3-((6-amino-5-fluoropyridin-3-yl)ethynyl)-4-methyl-N-(3-(4-methyl-1,4-diazepan-1-yl)-5-(trifluoromethyl)phenyl)benzamide NC1=C(C=C(C=N1)C#CC=1C=C(C(=O)NC2=CC(=CC(=C2)C(F)(F)F)N2CCN(CCC2)C)C=CC1C)F